O1C=CC2=C1C=CC(=C2)S(=O)(=O)N2CC1=C(C2)CN(C1)C(=O)N[C@H](C)C1=CC=C(C=C1)F 5-(1-Benzofuran-5-sulfonyl)-N-[(1R)-1-(4-fluorophenyl)ethyl]-1H,2H,3H,4H,5H,6H-pyrrolo[3,4-c]pyrrole-2-carboxamide